[Cl-].[Cl-].C(C)(C)(C)[AsH2] tertiary butyl-arsine dichloride